(1aR,5aR)-2-(2,4-Difluoro-phenyl)-1a,2,5,5a-tetrahydro-1H-2,3-diaza-cyclopropa[a]pentalene-4-carboxylic acid (4-methoxy-pyridin-2-yl)-amide COC1=CC(=NC=C1)NC(=O)C=1C=2C[C@@H]3[C@H](C2N(N1)C1=C(C=C(C=C1)F)F)C3